FC1=C(C(=CC=C1)F)C1=C2C(=NC(=NC2=CC=C1)N)N (2,6-difluorophenyl)quinazoline-2,4-diamine